[2-({[(2e,6s)-7-(1,3-dithian-2-yl)-2,6-dimethyl-2-heptenyl]oxy}methoxy)ethyl](trimethyl)silane S1C(SCCC1)C[C@H](CC/C=C(/COCOCC[Si](C)(C)C)\C)C